3,6-dihydroxy-2-(4-hydroxyphenyl)-4H-chromen-4-one OC1=C(OC2=CC=C(C=C2C1=O)O)C1=CC=C(C=C1)O